C1(CC1)C1(C=CNN1)NC1=CC2=C(C(=NO2)NS(=O)(=O)C2=C(C=C(C=C2OC)[C@@H]2OCCOC2)OC)C=C1OC N-{6-[(5-cyclopropyl-1H-pyrazol-5-yl)amino]-5-methoxy-1,2-benzoxazol-3-yl}-4-[(2S)-1,4-dioxan-2-yl]-2,6-dimethoxybenzene-1-sulfonamide